2-[3-(3-chloro-5-fluorophenyl)ureido]-4-fluoro-N-(2-hydroxy-ethyl)benzamide ClC=1C=C(C=C(C1)F)NC(NC1=C(C(=O)NCCO)C=CC(=C1)F)=O